OC=1C(C(=C(C(C1O)=O)O)O)=O 2,3,5,6-tetrahydroxy-p-benzoquinone